N-lauroyl-acrylamide C(CCCCCCCCCCC)(=O)NC(C=C)=O